NC=1C(=CC2=CC3=C(OCCO3)C=C2C1)C(=O)OC methyl 8-amino-1,3-dihydronaphtho[2,3-b][1,4]dioxin-7-carboxylate